5-chloro-2-(4-((3-methyltetrahydro-2H-pyran-4-yl)amino)pyrido[3,4-d]pyridazin-1-yl)phenol ClC=1C=CC(=C(C1)O)C1=C2C(=C(N=N1)NC1C(COCC1)C)C=NC=C2